C(C)(C)(C)OC(=O)N1CCOCC(C1)N 6-amino-1,4-oxaazepane-4-carboxylic acid tert-butyl ester